5-amino-N-(2-{9-amino-1,4-dioxa-7-azaspiro[4.4]nonan-7-yl}-5,6,7,8-tetrahydroquinolin-6-yl)-2-methylthieno[2,3-d]pyrimidine-6-carboxamide NC1=C(SC=2N=C(N=CC21)C)C(=O)NC2CC=1C=CC(=NC1CC2)N2CC1(OCCO1)C(C2)N